2-((1S,3S)-3-hydroxycyclopentylamino)-4-((1s,4R)-4-(methoxymethyl)cyclohexylamino)pyrimidine-5-carboxamide O[C@@H]1C[C@H](CC1)NC1=NC=C(C(=N1)NC1CCC(CC1)COC)C(=O)N